ClC1=NC=CC(=N1)C1=CC=CC(=N1)C#N 6-(2-Chloropyrimidin-4-yl)picolinonitrile